COC1=NC=CC=C1C1=CN=C(N1)[C@H](CCCCCC(CC)=O)NC(=O)[C@H]1CC12CCN(CC2)C (S)-N-((S)-1-(5-(2-Methoxypyridin-3-yl)-1H-imidazol-2-yl)-7-oxononyl)-6-methyl-6-azaspiro[2.5]octan-1-carboxamid